hexaphenone CCCCCC(=O)C1=CC=CC=C1